O1C(OCC1)COC1=CC=C(C=C1)C(=O)C1=C(C=NC2=CC(=CC=C12)O)C1=C(C=C(C=C1)C(F)(F)F)F [4-(1,3-Dioxolan-2-ylmethoxy)phenyl]-[3-[2-fluoro-4-(trifluoromethyl)phenyl]-7-hydroxy-4-quinolyl]methanone